tetradecadienyl-coa C(=CC=CCCCCCCCCCC)SCCNC(CCNC([C@@H](C(COP(OP(OC[C@@H]1[C@H]([C@H]([C@@H](O1)N1C=NC=2C(N)=NC=NC12)O)OP(=O)(O)O)(=O)O)(=O)O)(C)C)O)=O)=O